ClC=1C(=C(C(=C(C1)OC1CC1)C#N)C1=CC=NN1C)F 5-(3-chloro-6-cyano-5-cyclopropoxy-2-fluorophenyl)-1-methyl-1H-pyrazole